N-(1-(4-(1H-pyrazol-4-yl)phenyl)piperidin-4-yl)cyclopentanecarboxamide N1N=CC(=C1)C1=CC=C(C=C1)N1CCC(CC1)NC(=O)C1CCCC1